1-ethyl-3-(phenylcarbonylamino)thiourea C(C)NC(=S)NNC(=O)C1=CC=CC=C1